FC1(CC(C1)N1N=NC=2C1=NC(=CC2)N)F 3-(3,3-Difluorocyclobutyl)-3H-[1,2,3]triazolo[4,5-b]pyridin-5-amine